C1(CC1)C(C(F)(F)C=1C(=C(C=CC1)[C@@H](C)N)F)(C)O[Si](CC)(CC)CC (1R)-1-(3-{2-cyclopropyl-1,1-difluoro-2-[(triethylsilyl)oxy]propyl}-2-fluorophenyl)ethan-1-amine